FC1=C(C=CC(=C1)NC=1N=NC(=C(N1)C1=C(C=CC=C1)F)C1=C(C=NC=C1)F)CO (2-fluoro-4-{[5-(2-fluorophenyl)-6-(3-fluoropyridin-4-yl)-1,2,4-triazin-3-yl]amino}phenyl)methanol